6-(cyclopropylmethoxy)-N-[(2S)-1-(fluoromethoxy)-3-methylbutan-2-yl]-5-(pyrrolidin-1-yl)pyridine-2-carboxamide C1(CC1)COC1=C(C=CC(=N1)C(=O)N[C@H](COCF)C(C)C)N1CCCC1